BrC(O)(C1=C(C=CC=C1)CO)F bromo-fluoro-phenylenedimethanol